NC1=NC(=C2N=CN(C2=N1)[C@H]1C=C[C@H](C1)CO[P@@](=O)(OC1=CC=CC=C1)N[C@@H](C)C(=O)OC(C)C)N(C)C isopropyl ((R)-(((1S,4R)-4-(2-amino-6-(dimethylamino)-9H-purin-9-yl)cyclopent-2-en-1-yl)methoxy)(phenoxy)phosphoryl)-L-alaninate